ClC1=C(C=C2C(=NC(N3C2=C1SCC(C3)C3=CSC=C3)=O)N3C[C@@H](N([C@@H](C3)C)C(=O)OC(C)(C)C)C)C(F)(F)F (2S,6R)-tert-butyl 4-(11-chloro-6-oxo-3-(thiophen-3-yl)-10-(trifluoromethyl)-2,3,4,6-tetrahydro-[1,4]thiazepino[2,3,4-ij]quinazolin-8-yl)-2,6-dimethylpiperazine-1-carboxylate